1-(2-chloro-4-(1-methyl-3-(trifluoromethyl)-1H-pyrazol-5-yl)benzyl)-4-hydroxypiperidin ClC1=C(CN2CCC(CC2)O)C=CC(=C1)C1=CC(=NN1C)C(F)(F)F